N-[2-(1,3-Benzodioxol-5-yl)-1-methyl-ethyl]-N-methyl-2-(methylamino)acetamide hydrochloride Cl.O1COC2=C1C=CC(=C2)CC(C)N(C(CNC)=O)C